C(CCC)C(C(C(=O)O)CCCC)C(=O)O.C(C=1C(C(=O)OCCCC)=CC=CC1)(=O)OCCCC dibutyl phthalate (dibutyl succinate)